CP(=O)(CCC(C(=O)O)N)O The molecule is a non-proteinogenic alpha-amino acid that is 2-aminobutanoic acid which is substituted at position 4 by a hydroxy(methyl)phosphoryl group. It is a member of phosphinic acids and a non-proteinogenic alpha-amino acid.